COC=1C=C(C=CC1)C=1N=C(N2C1C=CC=C2)[C@H]2CN(CC2)C(=O)OC(C)(C)C tert-butyl (R)-3-(1-(3-methoxyphenyl)imidazo[1,5-a]pyridin-3-yl)pyrrolidine-1-carboxylate